ClC1=CC(=C(C2=C1OC(O2)C)C)C(=O)[O-] 7-chloro-2,4-dimethylbenzo[d][1,3]dioxole-5-carboxylate